CN(C1=NC=C(C(=O)NC2=CC(=CC=C2)[C@H](C)NC=2C=NC=3C(N2)=NN(C3)CC)C=C1C)C (S)-6-(dimethylamino)-N-(3-(1-((2-ethyl-2H-pyrazolo[3,4-b]pyrazin-6-yl)amino)ethyl)phenyl)-5-methylnicotinamide